CC1(CNC=2C=CC=C(C12)C(=O)O)C 3,3-dimethylindoline-4-carboxylic acid